CN1C(C=C(C2=CC(=CC=C12)OC(C(=O)O)CCC)C)(C)C ((1,2,2,4-tetramethyl-1,2-dihydroquinolin-6-yl)oxy)pentanoic acid